C(C)S(=O)(=O)C1=NC(=CC=C1NC)C1=NC=2N(C=C1)N=C(C2)C(F)(F)F (ethylsulfonyl)-N-methyl-6-(2-(trifluoromethyl)pyrazolo[1,5-a]Pyrimidin-5-yl)pyridin-3-amine